C[C@@]1(NCC1)C1=NC(=CC(=N1)N1CC(C1)OCC(=O)N1CCNCC1)C(F)(F)F (S)-2-((1-(2-(2-methylazetidin-2-yl)-6-(trifluoromethyl)pyrimidin-4-yl)azetidin-3-yl)oxy)-1-(piperazin-1-yl)ethan-1-one